ClC1=CC=C(C=C1)S(=NC(C1=CC=C(C=C1)C1=NOC(=N1)C(F)(F)F)=O)(=O)CC1CC1 N-((4-chlorophenyl)(cyclopropylmethyl)(oxo)-λ6-sulfaneylidene)-4-(5-(trifluoromethyl)-1,2,4-oxadiazol-3-yl)benzamide